CC(CN1CC2(CS(C2)(=O)=O)CC1)(C)OC1=CC(=CC=C1)OC(F)(F)F 6-(2-Methyl-2-(3-(trifluoromethoxy)phenoxy)propyl)-2-thia-6-azaspiro[3.4]octane 2,2-dioxide